CC(=CC)OC(CCC(=O)O)=O 4-(but-2-en-2-yloxy)-4-oxobutanoic acid